C(C)(C)(C)[Si](C)(C)OC=1C=C(C2=C(C=CO2)C1)Cl tert-butyl-((7-chlorobenzofuran-5-yl)oxy)dimethylsilane